C1(=CC=CC=C1)CCCC1=CC=C2C(=N1)NCN2 5-(3-phenyl-propyl)-1,3-dihydro-imidazo[4,5-b]pyridin